5-({[(±)-trans-4-Phenylpyrrolidin-3-yl]oxy}methyl)isoquinoline dihydrochloride Cl.Cl.C1(=CC=CC=C1)[C@H]1[C@@H](CNC1)OCC1=C2C=CN=CC2=CC=C1 |r|